FC1=C(C(=C(C=C1N1N=C(C=2C1=CN=C(C2)N2C1(CC1)COCC2)C)C(F)(F)F)F)O 2,6-Difluoro-3-(3-methyl-5-(7-oxa-4-azaspiro[2.5]octan-4-yl)-1H-pyrazolo[3,4-c]pyridine-1-yl)-5-(trifluoromethyl)phenol